O1CCC(CC1)C1OC2=CC=C(C=C2C(C1)O)S(=O)(=O)N1C(CCC1)C1=C(C=CC=C1)C(F)(F)F 2-(tetrahydro-2H-pyran-4-yl)-6-((2-(2-(trifluoromethyl)phenyl)pyrrolidin-1-yl)sulfonyl)chroman-4-ol